O.O.O.[Al] aluminum tri-hydrate